C1C(CC12CCNCC2)N2[C@@H](COC1=CC(=NC(NS(C=3C=CC=C(C2=O)C3)(=O)=O)=N1)C1=C(C=CC=C1C)C)CC(C)C (11R)-12-(7-azaspiro[3.5]nonan-2-yl)-6-(2,6-dimethylphenyl)-11-isobutyl-2,2-dioxo-9-oxa-2λ6-thia-3,5,12,19-tetrazatricyclo[12.3.1.14,8]nonadeca-1(18),4(19),5,7,14,16-hexaen-13-one